Cl.O[C@H](CN(C(C1=CC=C(C=C1)C1=CNC2=NC=C(N=C21)C=2C=C1CCNCC1=C(C2)C)=O)C)C (S)-N-(2-hydroxypropyl)-N-methyl-4-(2-(8-methyl-1,2,3,4-tetrahydroisoquinolin-6-yl)-5H-pyrrolo[2,3-b]pyrazin-7-yl)benzamide hydrochloride